5-bromo-7-methoxy-1,3-dimethylquinolin BrC1=C2C=C(CN(C2=CC(=C1)OC)C)C